BrC1=CC=C(C=C1)CCC(=O)NC1=C(C(=NN1)C1=CC=NC=C1)C 3-(4-Bromophenyl)-N-(4-methyl-3-(pyridin-4-yl)-1H-pyrazol-5-yl)propanamide